BrC[C@](C#N)(C)Cl (R)-3-bromo-2-chloro-2-methylpropanenitrile